5-(4-chloro-3-fluorophenyl)-7-methyl-3-(2-oxo-2-(pyrrolidin-1-yl)ethyl)-3H-pyrrolo[2,3-d]pyrimidin-4(7H)-one ClC1=C(C=C(C=C1)C1=CN(C=2N=CN(C(C21)=O)CC(N2CCCC2)=O)C)F